methyl 1-(4-ethynylbenzyl)piperidin-4-carboxylate C(#C)C1=CC=C(CN2CCC(CC2)C(=O)OC)C=C1